C(CC(O)(C(=O)N=C=O)CC(=O)N=C=O)(=O)N=C=O citric acid, isocyanate